(R)-5-chloro-2-(4,4-difluoropiperidin-1-yl)-N-(3-(S-methylsulfonimidoyl)phenyl)-4-(trifluoromethyl)benzamide ClC=1C(=CC(=C(C(=O)NC2=CC(=CC=C2)[S@@](=O)(=N)C)C1)N1CCC(CC1)(F)F)C(F)(F)F